N-(2-chloro-4-(trifluoromethyl)phenyl)-1-(4-(1-(2-(2,6-dioxopiperidin-3-yl)-1,3-dioxoisoindolin-5-yl)piperidin-4-yl)-1H-pyrazol-1-yl)cyclobutane-1-carboxamide ClC1=C(C=CC(=C1)C(F)(F)F)NC(=O)C1(CCC1)N1N=CC(=C1)C1CCN(CC1)C=1C=C2C(N(C(C2=CC1)=O)C1C(NC(CC1)=O)=O)=O